COC(C1=CC(=CC(=C1)O[C@@H]1COCC1)C=1SC(=CN1)C(C)C)=O 3-[5-(Prop-2-yl)-1,3-thiazol-2-yl]-5-[(3S)-tetrahydrofuran-3-yloxy]benzoic acid methyl ester